FC=1C(=C(C=CC1F)[C@@H]1[C@@H](O[C@]([C@H]1C)(C)C(F)F)C(=O)NC1=CC(=NC=C1)C(=O)N)OC (2R,3R,4S,5S)-4-[[3-(3,4-Difluoro-2-methoxy-phenyl)-5-(difluoromethyl)-4,5-dimethyl-tetrahydrofuran-2-carbonyl]amino]pyridin-2-carboxamid